CN1CCC(CCC1)C=O 1-METHYL-AZEPANE-4-CARBALDEHYDE